COC(/C(=C/[C@H]1C([C@@H]1C(=O)O[C@@H]1C(=C(C(C1)=O)C\C=C/C)C)(C)C)/C)=O [(1S)-3-[(Z)-but-2-enyl]-2-methyl-4-oxocyclopent-2-en-1-yl] (1R,3R)-3-[(E)-3-methoxy-2-methyl-3-oxoprop-1-enyl]-2,2-dimethylcyclopropane-1-carboxylate